BrC=1C=C(C=C(C1)C#C[Si](C)(C)C)N1CCN(CC1)C(=O)OC(C)(C)C Tert-butyl 4-(3-bromo-5-((trimethylsilyl)ethynyl)phenyl)piperazine-1-carboxylate